[Br-].C(C1=CC=CC=C1)[Zn+] Benzylzinc bromide